C(C1=CC=CC=C1)O[C@H]1CN(C[C@H](C1OCC1=CC=CC=C1)OCC1=CC=CC=C1)C[C@H]1CN(CC1)C1=CC=CC2=C1N=CS2 4-((S)-3-(((3S,4S,5R)-3,4,5-tris(benzyloxy)piperidin-1-yl)methyl)pyrrolidin-1-yl)benzo[d]thiazole